6-(Benzyloxy)-4-chloro-2-methylpyrimido[5,4-d]pyrimidine C(C1=CC=CC=C1)OC=1N=CC=2N=C(N=C(C2N1)Cl)C